2-(6-{5-chloro-2-[(oxan-4-yl)amino]pyrimidin-4-yl}-1-oxo-2,3-dihydro-1H-isoindol-2-yl)-N-[(1R)-1-(pyridin-2-yl)ethyl]acetamide ClC=1C(=NC(=NC1)NC1CCOCC1)C1=CC=C2CN(C(C2=C1)=O)CC(=O)N[C@H](C)C1=NC=CC=C1